C(C)N(C(=O)CCC(C(=O)OC(C)(C)C)N1CCN(CCN(CCN(CC1)CC(OC(C)(C)C)=O)CC(OC(C)(C)C)=O)CC(=O)OC(C)(C)C)CCOCCOCCOCCOCCOCCNCC tert-butyl 4-[ethyl(3,6,9,12,15-pentaoxa-18-azaicosan-1-yl)carbamoyl]-2-{4,7,10-tris[2-(tert-butoxy)-2-oxoethyl]-1,4,7,10-tetraazacyclododecan-1-yl}butanoate